5-[8,9-dihydro-6,6-dimethyl-4-morpholinyl-6H-(1,4)oxazino(4,3-e)purin-2-yl]-2-pyrimidinamine CC1(OCCN2C=3N=C(N=C(C3N=C21)N2CCOCC2)C=2C=NC(=NC2)N)C